C(CC=C)OC(C1=CC=C(C=C1)CNS(=O)(=O)C)=O 4-(methylsulfonylaminomethyl)benzoic acid but-3-en-1-yl ester